COC1=C(C(=C(C=C1)OB(O)O)F)F (4-methoxy-2,3-difluorophenyl)boric acid